BrC=1C=C(C(=O)OCC=C)C=CC1N/N=C(/C(=O)OC)\C allyl (E)-3-bromo-4-(2-(1-methoxy-1-oxopropan-2-ylidene)hydrazinyl)benzoate